C[C@H]1[C@H]([C@H]([C@@H]([C@@H](O1)O[C@@H]2[C@H]([C@@H](O[C@@H]([C@H]2O[C@H]3[C@@H]([C@H]([C@H]([C@H](O3)CO)O)O)NC(=O)C)CO)O[C@H]([C@H](CO)NC(=O)C)[C@H]([C@@H](CO)O)O)NC(=O)C)O[C@@H]4[C@@H]([C@H]([C@H]([C@H](O4)CO)O)O)NC(=O)C)O)O The molecule is an allergenic amino pentasaccharide which constitutes the minimal structural unit for eliciting sea squirt allergy in the skin of susceptible patients. It has a role as a carbohydrate allergen.